O1C(=CC=C1)C=1C=C(C=CC1)NC(=O)C1C(=NN(C1=O)C=1C=C(C(=O)OC(C)C)C=CC1)C isopropyl 3-(4-((3-(furan-2-yl)phenyl)carbamoyl)-3-methyl-5-oxo-4,5-dihydro-1H-pyrazol-1-yl)benzoate